14-pentadecen-1-amine C(CCCCCCCCCCCCC=C)N